ClC1=CC=C(C=C1)S(=O)(=O)NC(C1=CC=C(C=C1)[N+](=O)[O-])=O N-(4-chlorophenyl)sulfonyl-4-nitrobenzamide